n-butyl 4'-methyl-2-biphenylcarboxylate CC1=CC=C(C=C1)C=1C(=CC=CC1)C(=O)OCCCC